2-[1-(6-Methyl-4-oxo-2-piperazin-1-yl-chromen-8-yl)ethylamino]benzoic acid CC=1C=C2C(C=C(OC2=C(C1)C(C)NC1=C(C(=O)O)C=CC=C1)N1CCNCC1)=O